CC1=CC(=NC(=N1)N1CCCC1)NC1=CC=C(C=C1)NC(CC=1NC=CC1)=O N-(4-((6-methyl-2-(pyrrolidin-1-yl)pyrimidin-4-yl)amino)phenyl)-2-(1H-pyrrol-2-yl)acetamide